1,2-diaminopropylamine NC(C(C)N)N